tert-butyl (S)-4-((4-ethyl-8-fluoro-4-hydroxy-9-methyl-3,14-dioxo-3,4,12,14-tetrahydro-1H-pyrano[3',4':6,7]indolizino[1,2-b]quinolin-11-yl)methyl)piperazine-1-carboxylate C(C)[C@]1(C(OCC=2C(N3CC=4C(=NC=5C=C(C(=CC5C4CN4CCN(CC4)C(=O)OC(C)(C)C)C)F)C3=CC21)=O)=O)O